CS(=O)(=O)OC1C[C@@H](C[C@@H](C1)N=[N+]=[N-])N=[N+]=[N-] |r| rac-(1r,3R,5S)-3,5-diazidocyclohexyl methanesulfonate